1-(1-(6-ethoxy-5-methoxypyridin-2-yl)-2-(methylsulfonyl)ethyl)-5-(2-ethoxyphenyl)-1H-benzo[d]imidazol-2(3H)-one C(C)OC1=C(C=CC(=N1)C(CS(=O)(=O)C)N1C(NC2=C1C=CC(=C2)C2=C(C=CC=C2)OCC)=O)OC